C(C)OC(=O)C1=NN(C(=C1C=COC)Cl)CC1=C(C=C(C(=C1)F)F)F 5-chloro-4-(2-methoxyvinyl)-1-(2,4,5-Trifluorobenzyl)-1H-pyrazole-3-carboxylic acid ethyl ester